ClC1=NC(=CC(=N1)C(=O)OC)C1=CC=C(C=C1)F methyl 2-chloro-6-(4-fluorophenyl)pyrimidine-4-carboxylate